ethyl 4-chloro-1-(3-(pyrrolidin-1-ylmethyl) benzyl)-1H-imidazo[4,5-c]quinoline-2-carboxylate ClC1=NC=2C=CC=CC2C2=C1N=C(N2CC2=CC(=CC=C2)CN2CCCC2)C(=O)OCC